C(C)N\N=C(/N)\C(=O)OCC ethyl [(Z)-N'-(ethylamino)carbamimidoyl]formate